2-(((1s,4s)-4-(2-(4-((4-fluoro-3-methylphenyl)carbamoyl)-1,3,5-trimethyl-1H-pyrrol-2-yl)-2-oxoacetamido)cyclohexyl)oxy)acetic acid FC1=C(C=C(C=C1)NC(=O)C=1C(=C(N(C1C)C)C(C(=O)NC1CCC(CC1)OCC(=O)O)=O)C)C